tert-butyl (2S,5R)-2-(hydroxymethyl)-5-methylpyrrolidine-1-carboxylate OC[C@H]1N([C@@H](CC1)C)C(=O)OC(C)(C)C